methyl 5-(2,5-difluorophenyl)-2-[[4-[5-(trifluoromethyl)-1,2,4-oxadiazol-3-yl] phenyl]methyl]pyrazole-3-carboxylate FC1=C(C=C(C=C1)F)C=1C=C(N(N1)CC1=CC=C(C=C1)C1=NOC(=N1)C(F)(F)F)C(=O)OC